FC1(C[C@]12CCC=1N(C2)N=C(C1C1=C2C(=NC(=N1)C)NN=C2)C2=CC=C(C=C2)F)F (S)-2,2-Difluoro-2'-(4-fluorophenyl)-3'-(6-methyl-1H-pyrazolo[3,4-d]pyrimidin-4-yl)-4',5'-dihydro-7'H-spiro[cyclopropane-1,6'-pyrazolo[1,5-a]pyridine]